4-(((R)-1-(3-(difluoromethyl)-2-fluorophenyl)ethyl)amino)-6-((1R,4R)-1,4-dihydroxycyclohexyl)-2,8-dimethylpyrido[2,3-d]pyrimidin-7(8H)-one FC(C=1C(=C(C=CC1)[C@@H](C)NC=1C2=C(N=C(N1)C)N(C(C(=C2)C2(CCC(CC2)O)O)=O)C)F)F